5-bromo-6-methyl-indan-4-ol BrC1=C(C=2CCCC2C=C1C)O